C\C(=C/CCC(C)=O)\CC\C=C(\CCC=C(C)C)/C 5E,9E-6,10,14-trimethylpentadec-5,9,13-triene-2-one